(3S)-7-bromo-6-chloro-5-(3-fluoro-2-pyridyl)-3-methyl-1,3-dihydro-1,4-benzodiazepine-2-thione BrC=1C=CC2=C(C(=N[C@H](C(N2)=S)C)C2=NC=CC=C2F)C1Cl